C1(=CC(=CC=C1)CN(CC1CO1)CC1CO1)CN(CC1CO1)CC1CO1 m-Phenylenebis(diglycidylaminomethane)